N-[1-(1-benzylcyclobutyl)ethyl]-1-methyl-5-oxo-4H-1,2,4-triazole-3-carboxamide C(C1=CC=CC=C1)C1(CCC1)C(C)NC(=O)C1=NN(C(N1)=O)C